CS(=O)(=O)N[C@@H]1[C@@H](N(CCC1)C(=O)OC)COC1CCN(CC1)C1=CC=CC=C1 methyl cis-3-((methylsulfonyl)amino)-2-(((1-phenylpiperidin-4-yl)oxy)methyl)piperidine-1-carboxylate